3-(5-(2-(Dimethoxymethyl)-7-azaspiro[3.5]nonan-7-yl)-1-oxoisoindolin-2-yl)piperidine-2,6-dione tert-butyl-2-(1-methoxy-1-oxopropan-2-yl)pyrrolidine-1-carboxylate C(C)(C)(C)OC(=O)N1C(CCC1)C(C(=O)OC)C.COC(C1CC2(C1)CCN(CC2)C=2C=C1CN(C(C1=CC2)=O)C2C(NC(CC2)=O)=O)OC